5-chloro-2-(3-fluoro-4-pyridinyl)-4-[(2R)-2-methylpiperazin-1-yl]-1H-pyrimidin-6-one ClC1=C(N=C(NC1=O)C1=C(C=NC=C1)F)N1[C@@H](CNCC1)C